[Al+3].[S-2].[Cd+2] Cadmium sulfide Aluminum